ClC1=NC=C(C(=C1)C1=C(C=NC(=C1)C)C(=O)NC=1SC=2N=C(N=CC2N1)N1CC(C1)(C)OC)OC 2'-chloro-5'-methoxy-N-[5-(3-methoxy-3-methylazetidin-1-yl)-[1,3]thiazolo[5,4-d]pyrimidin-2-yl]-6-methyl-[4,4'-bipyridine]-3-carboxamide